COC(=O)C1=C(C(=C(C(=C1Br)C(=O)OC)Br)C(=O)OC)Br 2,4,6-tribromobenzene-1,3,5-tricarboxylic acid trimethyl ester